Cl.NCCN1C(N(C(C1(C)C)=O)C1=CC(=C(C#N)C=C1)C(F)(F)F)=O 4-(3-(2-aminoethyl)-4,4-dimethyl-2,5-dioxo-imidazolin-1-yl)-2-(trifluoromethyl)benzonitrile hydrochloride